4-methyl-5-(4-methylphenyl)-4-pentenal CC(CCC=O)=CC1=CC=C(C=C1)C